C(#N)CCN1N=CC(=C1)NC1=NC=C(C(=N1)C1=CC=C(C(=O)N[C@@H](CC)C#N)C=C1)C (S)-4-(2-((1-(2-cyanoethyl)-1H-pyrazol-4-yl)amino)-5-methylpyrimidin-4-yl)-N-(1-cyanopropyl)benzamide